NCC1=NC=C2C=CC(=NC2=C1)C1=CC=CC(=N1)C=1CCN(CC1)C(CCCF)=O 1-(6-(7-(aminomethyl)-1,6-naphthyridin-2-yl)-3',6'-dihydro-[2,4'-bipyridin]-1'(2'H)-yl)-4-fluorobutan-1-one